(3-oxo-1,2-benzoselenazol-2-yl)benzoic acid O=C1N([Se]C2=C1C=CC=C2)C2=C(C(=O)O)C=CC=C2